2,3-dioxo-2,3-dihydro-1H-indol-7-yl acetate C(C)(=O)OC=1C=CC=C2C(C(NC12)=O)=O